NC1=CC=C(C=C1)CS(=O)(=O)N1CC(=CC1)C1=CC=C2C=C(C(=C(C2=C1)F)N1CC(NS1(=O)=O)=O)O 5-(7-{1-[(4-aminophenyl)methanesulfonyl]-2,5-dihydro-1H-pyrrol-3-yl}-1-fluoro-3-hydroxynaphthalen-2-yl)-1λ6,2,5-thiadiazolidine-1,1,3-trione